COC(=O)C=1C2=C(N=CN1)NC=C2.NC=2N=CC(=NC2OC=2C=NN(C2)C2CCN(CC2)C)C2=CC(=C(C(=C2)C)C2NC(OC2)=O)C 4-(4-(5-amino-6-((1-(1-methylpiperidin-4-yl)-1H-pyrazol-4-yl)oxy)pyrazin-2-yl)-2,6-dimethylphenyl)oxazolidin-2-one methyl-7H-pyrrolo[2,3-d]pyrimidine-4-carboxylate